[Cl-].[Cl-].C(C)N(CC)P (diethylamino)phosphine dichloride